N-(3-ethyl-6-methoxybenzo[d]isoxazol-5-yl)-2-fluorobenzenesulfonamide C(C)C1=NOC2=C1C=C(C(=C2)OC)NS(=O)(=O)C2=C(C=CC=C2)F